2-(((3-butyl-5-(4-fluorophenyl)-7-methoxy-2-methyl-1,1-dioxido-2,3,4,5-tetrahydro-1,2,5-benzothiadiazepin-8-yl)methyl)thio)acetic acid C(CCC)C1N(S(C2=C(N(C1)C1=CC=C(C=C1)F)C=C(C(=C2)CSCC(=O)O)OC)(=O)=O)C